2-((tert-butoxycarbonyl)amino)-4-((cyclopropylamino)methyl)thiazole-5-carboxylic acid C(C)(C)(C)OC(=O)NC=1SC(=C(N1)CNC1CC1)C(=O)O